O=C1NC(CCC1N1C(C2=C3C(C(=CC=C13)N1CCC(CC1)CC(=O)O)=CC=C2)=O)=O 2-[1-[1-(2,6-dioxo-3-piperidyl)-2-oxo-benzo[cd]indol-6-yl]-4-piperidyl]acetic acid